4-hydroxy-N-(naphth-2-ylmethyl)pyrrolidine-2-carboxamide OC1CC(NC1)C(=O)NCC1=CC2=CC=CC=C2C=C1